perfluoro-2,5-dimethyl-3,6-dioxanonanoic acid FC(C(=O)O)(OC(C(OC(C(C(F)(F)F)(F)F)(F)F)(C(F)(F)F)F)(F)F)C(F)(F)F